BrC1=CC(=CC=2C(COC21)CC(=O)O)Cl.COC2=CC=1N(C(=C2)C(F)(F)F)C(=NC1)C1CC(C1)=O 3-[7-methoxy-5-(trifluoromethyl)imidazo[1,5-a]pyridin-3-yl]cyclobutanone 7-bromo-5-chloro-2,3-dihydro-1-benzofuran-3-yl-acetate